2,N-dicyclohexyl-2-{2-[4-(1H-imidazol-2-yl)-phenyl]-benzimidazol-1-yl}-acetamide hydrochloride Cl.C1(CCCCC1)C(C(=O)NC1CCCCC1)N1C(=NC2=C1C=CC=C2)C2=CC=C(C=C2)C=2NC=CN2